5-((3-amino-7-bromo-6-(2-cyanoethyl)-8-fluoro-2-(methylthio)-quinolin-4-yl)(tert-butoxycarbonyl)amino)-2-azabicyclo[2.1.1]hexane-2-carboxylate NC=1C(=NC2=C(C(=C(C=C2C1N(C1C2CN(C1C2)C(=O)[O-])C(=O)OC(C)(C)C)CCC#N)Br)F)SC